O[C@@H]1C[C@@H](CC1)NC(=O)C1CCN(CC1)C1=NC(=NO1)C1=CC=C(C=C1)OC N-((1R,3S)-3-hydroxycyclopentyl)-1-(3-(4-methoxyphenyl)-1,2,4-oxadiazol-5-yl)piperidine-4-carboxamide